NC=1C=C2CCCC(C2=C(C1)Br)=O 6-amino-8-bromo-3,4-dihydronaphthalen-1(2H)-one